[4-[(E)-[(1,1-dioxo-1,2-benzothiazol-3-yl)-ethyl-hydrazono]methyl]-2-methoxy-phenyl]boronic acid O=S1(N=C(C2=C1C=CC=C2)N(\N=C\C2=CC(=C(C=C2)B(O)O)OC)CC)=O